CC=1C2=C(N=C(N1)NC)NC(C=C2)=O 4-methyl-2-(methylamino)pyrido[2,3-d]pyrimidin-7(8H)-one